4-hydroxy-methyl-cresol OC=1C(=C(C(=CC1)O)C)C